diethyl-1,6-diaminohexane C(C)C(CCCCCN)(N)CC